2-methanesulfinyl-6-(prop-1-en-2-yl)-7-(3,4,5-trifluorophenyl)-3H-imidazo[2,1-f][1,2,4]triazin-4-one CS(=O)C1=NN2C(C(N1)=O)=NC(=C2C2=CC(=C(C(=C2)F)F)F)C(=C)C